ClC=1C=C2C(OC3(C4=C(C=C(C=C4)O)[Si]4(CCCCC4)C4=C3C=CC(=C4)O)C2=CC1C(=O)OC(C)(C)C)=O tert-butyl 5-chloro-3',7'-dihydroxy-3-oxo-3H-dispiro[isobenzofuran-1,10'-dibenzo[b,e]siline-5',1''-silinane]-6-carboxylate